trimethoxy(t-butoxy)silane CO[Si](OC(C)(C)C)(OC)OC